C[N+]1(CCCC1)CCC(CC[N+]1(CCCC1)C)=O 1,5-Bis(1-methylpyrrolidinium-1-yl)pentan-3-one